BrC1(NN(C=C1)C1=NC=CC=C1Cl)C(=O)NC(C1=C(C=C(C=C1C)Cl)Br)=O 3-bromo-N-(2-bromo-4-chloro-6-methylbenzoyl)-1-(3-chloro-2-pyridyl)-1H-pyrazolecarboxamide